4-(3-hydroxy-piperidin-1-yl)isoindoline-2-carboxylic acid tert-butyl ester C(C)(C)(C)OC(=O)N1CC2=CC=CC(=C2C1)N1CC(CCC1)O